2,4-difluorobenzotrichloride FC1=C(C=CC(=C1)F)C(Cl)(Cl)Cl